2-[3-[2-(8-chloro-4-oxo-chromen-2-yl)-5-(trifluoromethyl)phenoxy]propyl-cyclopropylsulfonyl-amino]acetic acid ClC=1C=CC=C2C(C=C(OC12)C1=C(OCCCN(CC(=O)O)S(=O)(=O)C2CC2)C=C(C=C1)C(F)(F)F)=O